indole-3-imine N1=CC(C2=CC=CC=C12)=N